FC1=C(C=CC=C1)C(CC(C#N)C1=CC=CC=C1)=O 4-(2-fluorophenyl)-4-oxo-2-phenylbutyronitrile